dimethoxynitrogen CO[N]OC